glucosyl azide C1([C@H](O)[C@@H](O)[C@H](O)[C@H](O1)CO)N=[N+]=[N-]